OC1=C(C(=CC(=C1S(=O)(=O)NC1=CC=CC=C1)CCCCC)O)C1CCCC(=C1)C 2,6-dihydroxy-5'-methyl-4-pentyl-N-phenyl-1',2',3',4'-tetrahydro-[1,1'-biphenyl]-3-sulfonamide